C1=CC=CC=2C3=CC=CC=C3C(C12)COC(=O)N[C@H](C(=O)O)CCCCNC[C@]1(OCC([C@H]([C@H]1O)O)O)O (2S)-2-((((9H-fluoren-9-yl)methoxy)carbonyl)amino)-6-((((2R,3R,4R)-2,3,4,5-tetrahydroxytetrahydro-2H-pyran-2-yl)methyl)amino)hexanoic acid